tert-butyl (2S)-4-((dibenzylamino)methyl)-4-hydroxy-2-(((methylsulfonyl)oxy)methyl)pyrrolidine-1-carboxylate C(C1=CC=CC=C1)N(CC1=CC=CC=C1)CC1(C[C@H](N(C1)C(=O)OC(C)(C)C)COS(=O)(=O)C)O